3-fluoro-N,4-dimethylbenzamide FC=1C=C(C(=O)NC)C=CC1C